FC=1C=C(C=C(C1)F)C1=C(C(=NC=C1)C(=O)[O-])F 4-(3,5-difluorophenyl)-3-fluoropicolinate